6-(dibenzo[b,d]thiophen-4-yl)-N-(1H-indol-3-yl)-3,4-dihydroisoquinoline C1=CC=C(C=2SC3=C(C21)C=CC=C3)C=3C=C2CCN(CC2=CC3)C3=CNC2=CC=CC=C32